3-(3-{4-[(cis)-Octahydropyrano[3,4-c]pyrrol-2-carbonyl]phenyl}-1,2-oxazol-5-yl)-5-fluoro-6-(2-methoxyethoxy)-1H-indazol C1[C@@H]2[C@H](CN1C(=O)C1=CC=C(C=C1)C1=NOC(=C1)C1=NNC3=CC(=C(C=C13)F)OCCOC)COCC2